ClC=1C=NC(=NC1)C12CN(CC2C1)C(=O)C1=CN(C2=C1C(N(C=C2C)C)=O)C 3-[1-(5-chloropyrimidin-2-yl)-3-azabicyclo[3.1.0]hexane-3-carbonyl]-1,5,7-trimethyl-1,5-dihydro-4H-pyrrolo[3,2-c]pyridin-4-one